4-methyl-2-[(Oxacyclohexan-4-yl)methyl]-8-(trifluoromethyl)-4,5-dihydro-2H-furo[2,3-g]indazole-7-carboxylic acid CC1C2=CN(N=C2C2=C(C1)OC(=C2C(F)(F)F)C(=O)O)CC2CCOCC2